FC1CC(NC1)C(N(C)OC)=O 4-fluoro-2-(methoxy(methyl)carbamoyl)pyrrolidine